ClC1=C(C(=CC=C1)F)NC(C1=C(C=C(C(=C1)F)NC(=O)N(CCC)C)O[C@H](C(F)(F)F)C)=O (S)-N-(2-chloro-6-fluorophenyl)-5-fluoro-4-(3-methyl-3-propylureido)-2-((1,1,1-trifluoropropan-2-yl)oxy)benzamide